Tert-butyl 2,2'-(((oxybis(ethane-2,1-diyl))bis(oxy))bis(2-fluoro-4,1-phenylene))bis(7-chloro-4-oxo-4H-chromene-3-carboxylate) O(CCOC1=CC(=C(C=C1)C=1OC2=CC(=CC=C2C(C1C(=O)OC(C)(C)C)=O)Cl)F)CCOC1=CC(=C(C=C1)C=1OC2=CC(=CC=C2C(C1C(=O)[O-])=O)Cl)F